1-(4-(methylamino)-5-(5-(1-(2-(piperazin-1-yl)acetyl)piperidin-4-yl)-1,3,4-thiadiazol-2-yl)pyridin-2-yl)-1H-pyrrolo[2,3-b]pyridine-5-nitrile CNC1=CC(=NC=C1C=1SC(=NN1)C1CCN(CC1)C(CN1CCNCC1)=O)N1C=CC=2C1=NC=C(C2)C#N